FC=1C=C(C#N)C=C(C1)OC=1C=CC2=C(C(N(S2(=O)=O)C)O)C1C(F)(F)F 3-fluoro-5-((3-hydroxy-2-methyl-1,1-dioxido-4-(trifluoromethyl)-2,3-dihydrobenzo[d]isothiazol-5-yl)oxy)benzonitrile